N-((3s,5s,7s)-adamantan-1-yl)-3-((3-(2,6-dioxopiperidin-3-yl)-2-methyl-4-oxo-3,4-dihydroquinazolin-5-yl)amino)propane-1-sulfonamide Sodium [Na].C12(CC3CC(CC(C1)C3)C2)NS(=O)(=O)CCCNC2=C3C(N(C(=NC3=CC=C2)C)C2C(NC(CC2)=O)=O)=O